C(C)(C)(C)[Si]1(OOCCC1)C(C)(C)C di-tert-butyl-dioxasilinane